3-Amino-8-(5-(7-ethyl-7H-imidazo[4,5-c]pyridazin-4-yl)-2-methoxyphenyl)-N-propylimidazo[1,2-a]pyridine-2-carboxamide NC1=C(N=C2N1C=CC=C2C2=C(C=CC(=C2)C=2C1=C(N=NC2)N(C=N1)CC)OC)C(=O)NCCC